C(C)(C)(C)OC(=O)N1C[C@@H]([C@@H](CC1)F)OC=1C2=C(N=C(N1)NC=1C=NN(C1)CC)NC=C2C (3S,4R)-3-((2-((1-ethyl-1H-pyrazol-4-yl)amino)-5-methyl-7H-pyrrolo[2,3-d]pyrimidin-4-yl)oxy)-4-fluoropiperidine-1-carboxylic acid tert-butyl ester